C1(CC1)C(=O)NC1=CC=C(C=C1)C1=CN=C2N1C=C(C=C2C)N(C(C2=CC(=C(C=C2)F)OC)=O)C N-[3-[4-(cyclopropanecarbonylamino)phenyl]-8-methyl-imidazo[1,2-a]pyridin-6-yl]-4-fluoro-3-methoxy-N-methyl-benzamide